(3,3-difluoro-1-pyrrolidinyl)[2-[[4-[5-(trifluoromethyl)-1,2,4-oxadiazol-3-yl]phenyl]methyl]-4-oxazolyl]methanone ammonium sulfate S(=O)(=O)([O-])[O-].[NH4+].FC1(CN(CC1)C(=O)C=1N=C(OC1)CC1=CC=C(C=C1)C1=NOC(=N1)C(F)(F)F)F.[NH4+]